4,5-Dibromo-2-methyl-2H-1,2,3-triazole BrC1=NN(N=C1Br)C